6-bromo-2-iodothieno[3,2-b]pyridine BrC=1C=C2C(=NC1)C=C(S2)I